aminooxyacetic acid NOCC(=O)O